C1(=CC=CC=C1)NC1=CC2=CC=CC=C2C=C1 phenyl-beta-naphthylamine